C(CCCCC#CCCCC#CCCCCCC)(=O)O 6,11-octadecadiynoic acid